5-(dimethylamino)-2-(4-methoxybenzyl)-4-vinyl-pyridazin-3(2H)-one CN(C1=C(C(N(N=C1)CC1=CC=C(C=C1)OC)=O)C=C)C